ClC(OC1=CC=C(C=C1)NC(=O)C1=CN(C(C=C1)=O)C1=CC=NN1C)(F)F N-[4-(Chlorodifluoromethoxy)phenyl]-1-(1-methyl-1H-pyrazol-5-yl)-6-oxo-1,6-dihydropyridine-3-carboxamide